5-(2-Fluorophenyl)-N-methyl-1-(3-pyridinylsulfonyl)-1H-pyrrole-3-methanamine 2-butenedioate C(C=CC(=O)O)(=O)O.FC1=C(C=CC=C1)C1=CC(=CN1S(=O)(=O)C=1C=NC=CC1)CNC